2-bromo-2-ethyl phosphate P(=O)(OC(C)Br)([O-])[O-]